O=C1NC(/C(/N1)=C/NCCCN(CCCCCCCC(=O)[O-])CCCCCCCC(OC(CC)CCCCCCCC)=O)=O (Z)-8-((3-(((2,5-dioxoimidazolidin-4-ylidene)methyl)amino)propyl)(8-oxo-8-(undecan-3-yloxy)octyl)amino)octanoate